(2S,5S)-13-heptyl-2-isobutyl-N5-methoxy-N5,N7,N7-trimethyl-3,14-dioxo-1,4-diazacyclotetradecane-5,7-dicarboxamide C(CCCCCC)C1CCCCCC(C[C@H](NC([C@@H](NC1=O)CC(C)C)=O)C(=O)N(C)OC)C(=O)N(C)C